C(C)(C)(C)NS(=O)(=O)C1=CC(=CC=C1)C(=O)N1CC2(C3=CC(=CC=C13)NS(=O)(=O)CCOC)CCC1(CC2)CC1 N-(tert-butyl)-3-(5''-((2-methoxyethyl)sulfonamido)dispiro[cyclopropane-1,1'-cyclohexane-4',3''-indoline]-1''-carbonyl)benzenesulfonamide